4-(2-{[(2r,7as)-2-fluoro-hexahydro-1H-pyrrolizin-7a-yl]methoxy}-4-{2,2-difluoro-7-azaspiro[3.5]non-7-yl}-8-fluoroquinazolin-7-yl)-5-ethynyl-6-fluoronaphthalene-2-ol F[C@@H]1C[C@@]2(CCCN2C1)COC1=NC2=C(C(=CC=C2C(=N1)N1CCC2(CC(C2)(F)F)CC1)C1=CC(=CC2=CC=C(C(=C12)C#C)F)O)F